FC(C12CC(C1)(C2)C2=NC(=CN1C2=NC(=C(C1=O)C)C)C1CC(OCC1)C(=O)O)F 4-[9-[3-(difluoromethyl)-1-bicyclo[1.1.1]pentanyl]-2,3-dimethyl-4-oxo-pyrazino[1,2-a]pyrimidin-7-yl]tetrahydropyran-2-carboxylic acid